CC(CCCCCCC=CCC)=O dodec-9-en-2-one